C(C)(C)(C)OOC(C)(C)C Di-tert.-Butylperoxid